CC=1C=C2C=CN(C2=CC1)C(C(C)(C)C)=O 5-methyl-1-pivaloyl-indole